OC=1C=C(NC1)C(=O)OC methyl 4-hydroxy-1H-pyrrole-2-carboxylate